(E)-3-(3,5-bis(trifluoromethyl)phenyl)acrolein FC(C=1C=C(C=C(C1)C(F)(F)F)/C=C/C=O)(F)F